(3,3-difluorocyclobutyl)-5-iodo-2-methylbenzoic acid methyl ester COC(C1=C(C(=CC(=C1)I)C1CC(C1)(F)F)C)=O